2,3,4,5-tetrahydro-1,3-oxaazepin O1CNCCC=C1